S(=O)(=O)(O)O.N#[N+][O-] nitrous oxide (monosulfate)